3-Iodo-4-methylbenzoic acid methyl ester COC(C1=CC(=C(C=C1)C)I)=O